(S)-5-(2-amino-7-(hydroxymethyl)-4-methoxy-7H-pyrrolo[2,3-d]pyrimidin-5-yl)-2-(1-cyclopropylethyl)-7-(difluoromethoxy)isoindol-1-one NC=1N=C(C2=C(N1)N(C=C2C=2C=C1CN(C(C1=C(C2)OC(F)F)=O)[C@@H](C)C2CC2)CO)OC